di(trimethylsilane) triethylphosphate C(C)OP(=O)(OCC)OCC.C[SiH](C)C.C[SiH](C)C